N-ethyl-N-(2-(7-fluoro-5-methyl-1H-indol-3-yl)ethyl)propan-1-amine C(C)N(CCC)CCC1=CNC2=C(C=C(C=C12)C)F